2,2-Bis-(4-hydroxy-3,5-dibromophenyl)-propan OC1=C(C=C(C=C1Br)C(C)(C)C1=CC(=C(C(=C1)Br)O)Br)Br